COC(=O)C1(CCC2(C(=CC3=C(C=CC=C23)F)C[C@H](CO)C)CC1)NC1=CC(=CC=C1)Cl (1R,4R)-4'-fluoro-4-(3-chloroanilino)-2'-[(2R)-3-hydroxy-2-methylpropyl]spiro[cyclohexane-1,1'-indene]-4-carboxylic acid methyl ester